6-[3-[tert-butyl(dimethyl)silyl]oxy-2,6-dimethyl-phenyl]-8-methyl-2-methylsulfanyl-pyrido[2,3-d]pyrimidin-7-one [Si](C)(C)(C(C)(C)C)OC=1C(=C(C(=CC1)C)C1=CC2=C(N=C(N=C2)SC)N(C1=O)C)C